SC1=C(C(=O)N)C=CC=C1 sulfanyl-benzamide